C1(CC1)CNC1=CC(=NC=C1I)N N4-(cyclopropylmethyl)-5-iodopyridin-2,4-diamine